N-((4,4-difluorocyclohexyl)(5-(2-methoxy-1-(2-oxo-4-(trifluoromethyl)imidazolidin-1-yl)ethyl)benzo[d]-oxazol-2-yl)methyl)-1-ethyl-4-fluoro-1H-pyrazole-5-carboxamide FC1(CCC(CC1)C(NC(=O)C1=C(C=NN1CC)F)C=1OC2=C(N1)C=C(C=C2)C(COC)N2C(NC(C2)C(F)(F)F)=O)F